4-((5,6-diphenyl-2-pyrazinyl)(1-methylethyl)amino)-1-butanol C1(=CC=CC=C1)C=1N=CC(=NC1C1=CC=CC=C1)N(CCCCO)C(C)C